(dimethylamino)-2-fluorobenzonitrile CN(C)C=1C(=C(C#N)C=CC1)F